CN(CC(=O)N1CC(C1)C=1C=C2C(=C(NC2=CC1)C=1C=C(C=2N(C1)N=CN2)C)C(C)C)C 2-(dimethylamino)-1-(3-(3-isopropyl-2-(8-methyl-[1,2,4]triazolo[1,5-a]pyridin-6-yl)-1H-indol-5-yl)azetidin-1-yl)ethan-1-one